SC1CN(C1)C1CCC(CC1)CN(C(=N)NCC1=CC=C(C=C1)[N+](=O)[O-])CC1=CC=C(C=C1)[N+](=O)[O-] 1-(((1R,4R)-4-(3-mercaptoazetidin-1-yl)cyclohexyl)methyl)-1,3-bis(4-nitrobenzyl)guanidine